C1(=CCCCC1)C(=O)[O-] cyclohexenate